Cl.ClC1=CC=C(C=C1)C1=NC(=NN1)C1=CC=C(C=C1)C(=O)N1CCOCC1 {4-[5-(4-Chlorophenyl)-1H-1,2,4-triazol-3-yl]phenyl}(morpholin-4-yl)methanone hydrochloride